C(C)(C)(C)OC(N(C(=O)OC(C)(C)C)C1=NC=C(N=C1C1=CC(=NO1)C1=CC=C(C=C1)CN(C)C(=O)OC(C)(C)C)Br)=O Tert-butyl(5-bromo-3-(3-(4-(((tert-butoxycarbonyl)(methyl)amino)methyl)phenyl)isoxazol-5-yl)pyrazine-2-yl)(tert-butoxycarbonyl)carbamate